C[C@@H]1N(C2=CC=CC=C2[C@@H](C1)NC1=CC=C(C=C1)SCCNC(OC(C)(C)C)=O)C(CC)=O tert-butyl {2-[(4-{[(2S,4R)-2-methyl-1-propionyl-1,2,3,4-tetrahydroquinolin-4-yl]amino}phenyl)thio]ethyl}carbamate